6-[3-tert-butyl-7-(5-hydroxymethyl-isoxazol-3-yl)pyrazolo[1,5-d][1,2,4]triazine-2-oxymethyl]nicotinic acid methyl ester COC(C1=CN=C(C=C1)COC1=NN2C(=NN=CC2=C1C(C)(C)C)C1=NOC(=C1)CO)=O